2,5-Oxazolidinedione O1C(NCC1=O)=O